O=C1NC2(CN(C2)C(=O)N2CC3(C2)CC(C3)OC3=CC(=C(C#N)C=C3)C(F)(F)F)CC1 4-[[2-(6-oxo-2,5-diazaspiro[3.4]octane-2-carbonyl)-2-azaspiro[3.3]heptan-6-yl]oxy]-2-(trifluoromethyl)benzonitrile